6-(r-cyclobutyl-[1,4'-bipiperidin]-4-yl)-2-(3-fluoro-4-(methylsulfonyl)phenyl)-1,4-dimethyl-1H-benzo[d]imidazole C1(CCC1)[C@@H]1N(CCC(C1)C=1C=C(C2=C(N(C(=N2)C2=CC(=C(C=C2)S(=O)(=O)C)F)C)C1)C)C1CCNCC1